N-(5-methoxypyridin-2-yl)-3-(pyridin-2-yl)-1,2,4-thiadiazol-5-amine COC=1C=CC(=NC1)NC1=NC(=NS1)C1=NC=CC=C1